C(C)(=O)O[C@H]1[C@@H](O[C@@H]([C@@H]1F)[C@H](C(F)(F)F)OC(C)=O)N1C2=NC(=NC(=C2N(C1=O)CCCC)OC)N (2R,3S,4S,5R)-5-((R)-1-Acetoxy-2,2,2-trifluoroethyl)-2-(2-amino-7-butyl-6-methoxy-8-oxo-7,8-dihydro-9H-purin-9-yl)-4-fluorotetrahydrofuran-3-yl acetate